Cl.Cl.NCC1=CC(=C(C(=N)N)C(=C1)OC)F 4-(aminomethyl)-2-fluoro-6-methoxybenzamidine dihydrochloride